ClC=1C=C2C(N(CN(C2=CC1F)C1=C(C=C(C=C1)F)C)C=1C(=NC(=NC1)OC)C)=O 6-chloro-7-fluoro-1-(4-fluoro-2-methylphenyl)-3-(2-methoxy-4-methylpyrimidin-5-yl)-2,3-dihydroquinazolin-4(1H)-one